(7-(4-(4-(benzo[b]thiophen-4-yl)piperazin-1-yl)butoxy)quinolin-2-yloxy)methyl tetradecylcarbamate C(CCCCCCCCCCCCC)NC(OCOC1=NC2=CC(=CC=C2C=C1)OCCCCN1CCN(CC1)C1=CC=CC=2SC=CC21)=O